CS(=O)(=O)O[C@H](CN1C=CC2=CC(=CC=C12)OCC1=CC=CC=C1)C (S)-1-(5-(benzyloxy)-1H-indol-1-yl)propan-2-yl methanesulfonate